(S)-1-((R)-3-(difluoromethyl)pyrrolidine-1-yl)propane FC([C@H]1CN(CC1)CCC)F